N-(4-chloropyridin-2-yl)cyclopropyl-formamide ClC1=CC(=NC=C1)N(C=O)C1CC1